CC=1N=C(NC1)C(C)NC(C1=CC=C(C=C1)C1=NC2=CC=C3C(=C2C=2CCCCC12)C(=NN3)C)=O N-(1-(4-methyl-1H-imidazol-2-yl)ethyl)-4-(1-methyl-8,9,10,11-tetrahydro-3H-pyrazolo[4,3-a]phenanthridin-7-yl)benzamide